3-azido-1-(3-bromo-10,11-dihydro-5H-dibenzo[b,f]azepin-5-yl)propan-1-one N(=[N+]=[N-])CCC(=O)N1C2=C(CCC3=C1C=CC=C3)C=CC(=C2)Br